(2S,5R)-5-(2-chlorophenyl)-1-(4-(2-(2-methoxyethoxy)pyridin-3-yl)benzoyl)pyrrolidine-2-carboxylic acid ClC1=C(C=CC=C1)[C@H]1CC[C@H](N1C(C1=CC=C(C=C1)C=1C(=NC=CC1)OCCOC)=O)C(=O)O